3-(Pyridin-4-yl)propyl-6-(1-(4-fluorobenzamido)ethyl)-3,4-dihydro-1,5-naphthyridin-1(2H)-carboxylat N1=CC=C(C=C1)CCCOC(=O)N1CCCC2=NC(=CC=C12)C(C)NC(C1=CC=C(C=C1)F)=O